Cl.FC(O[C@@H]1CNCC1)F 3-(S)-(difluoromethoxy)pyrrolidine hydrochloride